FC1=CC=C(C=C1)N1C(=C(C2=C1C=C1C=NNC1=C2)I)C2CCOCC2 5-(4-fluorophenyl)-7-iodo-6-tetrahydropyran-4-yl-pyrrolo[2,3-f]indazole